N-(5-chloro-6-(4-hydroxyphenoxy)pyrimidin-4-yl)-3-methylbut-2-enamide ClC=1C(=NC=NC1OC1=CC=C(C=C1)O)NC(C=C(C)C)=O